C(C)(C)(C)OC(NC1(CCN(CC1)C1=NC(=C2C(=N1)NN=C2Br)C#N)C2=C(C=CC=C2)F)=O (1-(3-Bromo-4-cyano-1H-pyrazolo[3,4-d]pyrimidin-6-yl)-4-(2-fluorophenyl)piperidin-4-yl)carbamic acid tert-butyl ester